C1(=CC=CC=C1)N1C(SCC1)C(=O)O 3-phenyl-1,3-thiazolidine-2-carboxylic acid